C(C)(C)(C)OC(=O)N1CC(C1)C=1C=NC(=NC1)C1(CC1)C(F)(F)F.[C@@H]1([C@H](O)[C@H](O)[C@@H](CO)O1)N1C(=O)NC(=O)C(=C1)CCCCC(=O)[NH-] 5-uridinevalerylamide tert-butyl-3-[2-[1-(trifluoromethyl)cyclopropyl]pyrimidin-5-yl]azetidine-1-carboxylate